N1=CC=CC=2CCNCC12 5,6,7,8-tetrahydro-[1,7]Naphthyridine